(4-fluorophenyl)-3-methylamino-1-propanone hydrochloride Cl.FC1=CC=C(C=C1)C(CCNC)=O